6-methoxy-3,4-dihydroquinoxalin COC=1C=C2NCC=NC2=CC1